FC1=C(C(=CC=C1)C)N1CCC(CC1)C1=CC=2C(=NC=C(N2)OC)N(C1=O)CC1=NC=CC=C1C(F)(F)F 7-(1-(2-Fluoro-6-methylphenyl)piperidin-4-yl)-2-methoxy-5-((3-(trifluoromethyl)pyridin-2-yl)methyl)pyrido[2,3-b]pyrazin-6(5H)-one